2-chloro-3-(1-methyl-4-oxo-7-(trifluoromethyl)-1,4-dihydro-5H-imidazo[4,5-c][1,8]Naphthyridin-5-yl)benzonitrile ClC1=C(C#N)C=CC=C1N1C(C2=C(C=3C=CC(=NC13)C(F)(F)F)N(C=N2)C)=O